3-hydroxy-5-(6-(4-(trifluoromethoxy)phenoxy)pyridin-3-yl)cyclohex-2-en-1-one OC1=CC(CC(C1)C=1C=NC(=CC1)OC1=CC=C(C=C1)OC(F)(F)F)=O